NC1=NC2=CC(=CC=C2C(=N1)N[C@H]1[C@H](CCC1)O)C1=CC=NN1 (1S,2R)-2-((2-amino-7-(1H-pyrazol-5-yl)quinazolin-4-yl)amino)cyclopentanol